COCC1(C(NC(C1)=O)=O)C1=NC=C(C(=O)O)C=C1 6-(3-methoxymethyl-2,5-dioxopyrrolidin-3-yl)nicotinic acid